tert-Butyl 3,3-dimethoxy-1-(4-(trifluoromethyl)pyridin-2-yl)cyclobutane-1-carboxylate COC1(CC(C1)(C(=O)OC(C)(C)C)C1=NC=CC(=C1)C(F)(F)F)OC